2,4,5,7-tetrahydropyrazolo[3,4-c]pyridine-6-carboxylic acid tert-butyl ester C(C)(C)(C)OC(=O)N1CC=2C(CC1)=CNN2